F[B-](F)(F)F.FC(C=1C=CC2=C(N(N=N2)C(=[N+](C)C)N(C)C)C1)(F)F N-[6-trifluoromethyl(1H-benzotriazol-1-yl)-(dimethylamino)methylene]-N-methylmethanaminium tetrafluoroborate